C(C)(C)[C@@H](CCCC)NC1=C(C=NC2=CC=CC=C12)N N4-[(1R)-1-isopropylpentyl]quinoline-3,4-diamine